CC1(C(=O)[NH-])C(C=C(C=C1)C(=O)N1CCN(CC1)C1=CC=CC=C1)OCCC 1-methyl-4-(4-phenylpiperazine-1-carbonyl)-2-propoxybenzoyl-amide